1-Phthalazinamine C1(=NN=CC2=CC=CC=C12)N